CC(COC(CC1=CC(=C(C=C1)O)OC)=O)CC 2-(4-hydroxy-3-methoxy-phenyl)acetic acid 2-methylbutyl ester